N,N'-bis[(N-methylbenzimidazol-2-yl)-methyl]ethylenediamine CN1C(=NC2=C1C=CC=C2)CNCCNCC2=NC1=C(N2C)C=CC=C1